O[C@@H](C(=O)N1CC2(CC2)C[C@H]1C(=O)N[C@@H](C[C@H]1C(NCC1)=O)C(COC(F)(F)F)=O)C\C=C\CNS(=O)(=O)C (S)-5-((R,E)-2-hydroxy-6-(methylsulfonylamino)hex-4-enoyl)-N-((S)-3-oxo-1-((S)-2-oxopyrrolidin-3-yl)-4-(trifluoromethoxy)butan-2-yl)-5-azaspiro[2.4]heptane-6-carboxamide